OC=1C=C(C=CC1OC)CCCN[C@@H](CC(=O)O)C(=O)N[C@H](C(=O)OC)CC1=CC=CC=C1 (3S)-3-[3-(3-hydroxy-4-methoxyphenyl)propylamino]-4-[[(2S)-1-methoxy-1-oxo-3-phenylprop-2-yl]amino]-4-oxobutanoic acid